ethyl α-formylphenylacetate C(=O)C(C(=O)OCC)C1=CC=CC=C1